C(=C)C1=C(C=CC=C1)I(CCCCI(C1=C(C=CC=C1)C=C)P(C1=CC=CC=C1)C1=CC=CC=C1)P(C1=CC=CC=C1)C1=CC=CC=C1 1,4-bis(vinyldiphenylphosphinophenyliodio)butane